IC1=CN(C(N=N1)SC)C 6-iodo-4-methyl-3-methylsulfanyl-1,2,4-triazin